C(C)(=O)N1CCC(CC1)OC(CN1C(N(C(C2=C1SC(=C2C)C=2OC=CN2)=O)C(C(=O)O)(C)C)=O)C2=C(C=CC=C2)OC 2-(1-(2-((1-acetylpiperidin-4-yl)oxy)-2-(methoxyphenyl)ethyl)-5-methyl-6-(oxazol-2-yl)-2,4-dioxo-1,4-dihydrothieno[2,3-d]pyrimidin-3(2H)-yl)-2-methylpropanoic acid